(S)-5-(2-((3-((tert-butyldiphenylsilyl)oxy)propyl)amino)propoxy)-7-chloro-8-fluoro-2-(methylthio)pyrido[4,3-d]pyrimidin-4(3H)-one [Si](C1=CC=CC=C1)(C1=CC=CC=C1)(C(C)(C)C)OCCCN[C@H](COC1=NC(=C(C=2N=C(NC(C21)=O)SC)F)Cl)C